ClC1=CC(=C(O[C@H](C(=O)O)CC)C=C1F)C(CC)(F)F (S)-2-(4-chloro-2-(1,1-difluoropropyl)-5-fluorophenoxy)butanoic acid